tert-butyl (3-((3-(2-(2,6-dioxopiperidin-3-yl)-1,3-dioxoisoindolin-4-yl)prop-2-yn-1-yl)oxy)propyl)(methyl)carbamate O=C1NC(CCC1N1C(C2=CC=CC(=C2C1=O)C#CCOCCCN(C(OC(C)(C)C)=O)C)=O)=O